N-((4-(4-hydroxypiperidin-1-yl)-1-(4-(trifluoromethoxy)phenyl)-1H-pyrazolo[3,4-b]pyridin-3-yl)methyl)acrylamide OC1CCN(CC1)C1=C2C(=NC=C1)N(N=C2CNC(C=C)=O)C2=CC=C(C=C2)OC(F)(F)F